lauramidoethyldihydroxyethyl-amine C(CCCCCCCCCCC)(=O)NCCNCC(O)O